NC(=O)CNC(OC[C@@H](CCC1=CC=CC=C1)N)=O (2R)-2-amino-4-phenylbutyl (aminocarbonyl)methylcarbamate